C(C1=CC=CC=C1)OC1=CC=C(C=C1)C[C@@H](C(=O)OC)NC(CC1CCN(CC1)C(CCC1=CC=CC=C1)=O)=O Methyl (S)-3-(4-(benzyloxy)phenyl)-2-(2-(1-(3-phenylpropanoyl)piperidin-4-yl)acetamido)propanoate